5-allyl-4-((tert-butyldimethylsilyl)oxy)-6-methoxy-2-phenethylisoindolin-1-one C(C=C)C=1C(=C2CN(C(C2=CC1OC)=O)CCC1=CC=CC=C1)O[Si](C)(C)C(C)(C)C